C(CCCCCCCCCCCCC)C[Si](OCC)(C)C tetradecyl-trimethyl-(ethyl)oxysilane